(2R,4S)-4-[3-bromo-4-cyano-5-(ethylamino)pyrazol-1-yl]-2-(methoxymethyl)pyrrolidine-1-carboxylic acid tert-butyl ester C(C)(C)(C)OC(=O)N1[C@H](C[C@@H](C1)N1N=C(C(=C1NCC)C#N)Br)COC